7-(4-(4-Propylcyclohexyl)phenyl)naphthalen-2-ol Methyl-(S)-5-((tert-butoxycarbonyl)amino)-2-(4-(((2,4-diaminopteridin-6-yl)methyl)amino)-3-methoxybenzamido)pentanoate C[C@@](C(=O)OC1=CC2=CC(=CC=C2C=C1)C1=CC=C(C=C1)C1CCC(CC1)CCC)(CCCNC(=O)OC(C)(C)C)NC(C1=CC(=C(C=C1)NCC=1N=C2C(=NC(=NC2=NC1)N)N)OC)=O